(R)-2,4-Dimethylpentan-3-yl-naphthalene-2-sulfinate CC(C)C(C(C)C)O[S@@](=O)C1=CC2=CC=CC=C2C=C1